COC(COCCOCCOCCOCCOCCOCCOCCO)N aminooctaethylene glycol monomethyl ether